6-amino-3-(2,4-dimethylbenzyl)isobenzofuran-1(3H)-one NC1=CC=C2C(OC(C2=C1)=O)CC1=C(C=C(C=C1)C)C